CC1([C@H]2CN([C@@H]([C@@H]12)C(=O)OC)C(=O)C=1C=NNC1)C methyl (1R,2S,5S)-6,6-dimethyl-3-(1H-pyrazole-4-carbonyl)-3-azabicyclo[3.1.0]hexane-2-carboxylate